C(C)(C)(C)OOC1=C(C(=C(C=C1)C(C)C)C(C)C)OOC(C)(C)C bis(t-butyldioxy)diisopropylbenzene